2,5-dihydropyrrolo[3,4-c]pyrrole-1,4-dione C1(NC=C2C1=CNC2=O)=O